[2H]NCC(=O)O deuteroglycine